C(CCCCCCC)C(C(=O)O)(CCCCCCCC(=O)O)CCCCCCCC.C(C)C(CC(C(=O)O)(CCCCCCCC(=O)O)CC(CCCC)CC)CCCC bis(2-ethylhexyl)sebacic acid (dioctyl sebacate)